FC=1C=C(C=NC1)C1(C=O)CC=CC=C1 1-(5-fluoropyridin-3-yl)benzaldehyde